BrC1=CC(=[NH+]C=C1)C1=[NH+]C=CC(=C1)Br 4,4'-dibromo-2,2'-bipyridylium